2-amino-N-(4-(4-aminopiperidin-1-yl)pyridin-3-yl)-6-(cyanomethyl)pyrazolo[1,5-a]pyrimidine-3-carboxamide NC1=NN2C(N=CC(=C2)CC#N)=C1C(=O)NC=1C=NC=CC1N1CCC(CC1)N